di(4-fluorocyclohexyl) phosphonate P(OC1CCC(CC1)F)(OC1CCC(CC1)F)=O